ClC1=C(C=CC=C1F)C1=CC=CC2=C1NC(=NS2(=O)=O)NC2CC2 5-(2-chloro-3-fluorophenyl)-3-(cyclopropylamino)-4H-benzo[e][1,2,4]thiadiazine 1,1-dioxide